F[C@H]1C[C@H](N(C1)C(CN1C[C@H](CC1)NC1=C2C=CC=NC2=CC(=C1)F)=O)C#N (2S,4S)-4-fluoro-1-[2-[(3S)-3-[(7-fluoro-5-quinolyl)amino]pyrrolidin-1-yl]acetyl]pyrrolidine-2-carbonitrile